C12C(CC(CC2C(CC(C1)C(=O)O)C(=O)O)C(=O)O)C(=O)O bicyclo[4.4.0]decane-2,4,7,9-tetracarboxylic acid